ClC1=C(N=CS1)C(=O)OCC ethyl 5-chlorothiazole-4-carboxylate